ON=C(C(=O)NC=1C=C(C(=O)OC)C=CC1)C(C)=O methyl 3-(2-(hydroxyimino)-3-oxobutanamido)benzoate